C(C\C=C\C)(=O)OC methyl (E)-3-pentenoate